1-dodecyn-3-ol C#CC(CCCCCCCCC)O